2-chloromethyl-1,4-dioxan ClCC1OCCOC1